C1(=CC=CC=C1)P(CC(C)N(C)C)C1=CC=CC=C1 1-(diphenylphosphino)-N,N-dimethyl-2-propaneamine